7-bromo-N-((6-methylpyridazin-3-yl)methyl)isoquinolin-1-amine BrC1=CC=C2C=CN=C(C2=C1)NCC=1N=NC(=CC1)C